O=C1NC2=C(C3=C([C@@H]1C(C(=O)N)C(=O)NCC(C(F)(F)F)(F)F)C=CC=C3)C=CC=C2 [(7s)-6-oxo-5,7-dihydrobenzo[d][1]benzazepin-7-yl]-N'-(2,2,3,3,3-pentafluoropropyl)propanediamide